C(C)(C)(C)OC(=O)NC(=N)C=1C=C(SC1F)CNC(OC(C)(C)C)=O tert-butyl ((4-(N-(tert-butoxycarbonyl)carbamimidoyl)-5-fluorothiophen-2-yl) methyl)carbamate